OCCCCN(CCCCCCCC(=O)OC(CCCCCC(F)(F)F)CCCCCCCC(F)(F)F)CCCCCC(OCCCCCCCCCCC(F)(F)F)=O 1,1,1,15,15,15-hexafluoropentadecan-7-yl 8-((4-hydroxybutyl)(6-oxo-6-((11,11,11-trifluoroundecyl)oxy)hexyl)amino)octanoate